ClC=1C=CC(=C(C1)N1CC(N(CC1=O)C(C(=O)NC1=CC2=CN(N=C2C=C1)C)CC1=CC=CC=C1)=O)N1N=NC(=C1)Cl 2-(4-(5-chloro-2-(4-chloro-1H-1,2,3-triazol-1-yl)phenyl)-2,5-dioxopiperazin-1-yl)-N-(2-methyl-2H-indazol-5-yl)-3-phenylpropanamide